(trans)-2-(ethoxycarbonyl)cyclopropane-1-carboxylic acid C(C)OC(=O)[C@H]1[C@@H](C1)C(=O)O